C(\C=C/C(=O)O)(=O)O.ClC=1C=C(NC2=C(C=NC3=CC(=C(C=C23)NC(\C=C\CN(C)C)=O)OCC)C#N)C=CC1OCC1=NC=CC=C1 (E)-N-{4-[3-chloro-4-(2-pyridylmethoxy)anilino]-3-cyano-7-ethoxy-6-quinolinyl}-4-(dimethylamino)-2-butenamide maleate